((S)-1-(5-((R)-8-phenyl-7,8-dihydro-6H-pyrrolo[2',1':2,3]imidazo[4,5-b]pyridin-2-yl)pyrimidin-2-yl)pyrrolidin-2-yl)methanol C1(=CC=CC=C1)[C@H]1CCC2=NC=3C(=NC(=CC3)C=3C=NC(=NC3)N3[C@@H](CCC3)CO)N21